C(C)C1C(C(C(C(C1)CC)N)C)N 4,6-diethyl-2-methyl-1,3-cyclohexanediamine